O(C1=CC=CC=C1)CCC(OC)(OC)CCOC1=CC=CC=C1 di(phenoxyethyl)methylal